C1(=CC=C(C=C1)N(C1=CC=C(C=C1)C1=C(C=C(C=C1C1=CC=CC=C1)C1=CC=CC=C1)C1=CC=CC=C1)C=1C=CC=2N(C3=CC=CC=C3C2C1)C1=CC=CC=C1)C1=CC=CC=C1 N-(Biphenyl-4-yl)-N-(9-phenyl-9H-carbazol-3-yl)-N-[4-{(2,4,6-triphenyl)phenyl}phenyl]amine